CN1C(C(CCC1)=O)=O rac-1-methylpiperidine-2,3-dione